(2S)-1-(8-(3-bromophenylsulfonyl)-1-oxa-8-azaspiro[4.5]decan-3-ylamino)-3-(3-(methylsulfonyl)phenoxy)propan-2-ol BrC=1C=C(C=CC1)S(=O)(=O)N1CCC2(CC(CO2)NC[C@@H](COC2=CC(=CC=C2)S(=O)(=O)C)O)CC1